N1(CCC1)CCN1C(C(=CC=C1)C(=O)OC)=O methyl 1-[2-(azetidin-1-yl)ethyl]-2-oxo-1,2-dihydropyridine-3-carboxylate